N-(4-(1H-pyrazol-4-yl)phenyl)-2-(5-methoxyindol-1-yl)-6-methyl-6,7-dihydro-5H-pyrrolo[3,4-d]pyrimidin-4-amine N1N=CC(=C1)C1=CC=C(C=C1)NC=1C2=C(N=C(N1)N1C=CC3=CC(=CC=C13)OC)CN(C2)C